OC1CC(C1)CCOC1CN(C1)C(=O)OC(C)(C)C tert-butyl 3-[2-(3-hydroxycyclobutyl)ethoxy]azetidine-1-carboxylate